(4-chlorophenyl)-2,6-diphenylpyrimidine ClC1=CC=C(C=C1)C1=NC(=NC(=C1)C1=CC=CC=C1)C1=CC=CC=C1